2-([5-[3-(2,2-Dimethylpropoxy)phenyl]-1-(1-ethyl-1H-indazol-7-yl)-1H-pyrazol-3-yl]-methoxy)-2-methylpropanoic acid CC(COC=1C=C(C=CC1)C1=CC(=NN1C=1C=CC=C2C=NN(C12)CC)COC(C(=O)O)(C)C)(C)C